N-phenyl-N-[1-(2-phenylethyl)piperidinyl]-propanamide C1(=CC=CC=C1)N(C(CC)=O)C1N(CCCC1)CCC1=CC=CC=C1